ClC=1C(=CC=CC1)OC 3-chloro-2-methoxybenzene